2-amino-4-(butylamino)-6-((2-isopropyl-1,2,3,4-tetrahydroisoquinolin-6-yl)methyl)pyrimido[4,5-d]pyridazin-5(6H)-one NC=1N=C(C2=C(C=NN(C2=O)CC=2C=C3CCN(CC3=CC2)C(C)C)N1)NCCCC